(S)-6-(1-amino-1,3-dihydro-spiro[inden-2,4'-piperidin]-1'-yl)-3-(1-(2-(trifluoromethyl)phenyl)vinyl)-1,5-dihydro-4H-pyrazolo[3,4-d]pyrimidin-4-one N[C@@H]1C2=CC=CC=C2CC12CCN(CC2)C=2NC(C1=C(N2)NN=C1C(=C)C1=C(C=CC=C1)C(F)(F)F)=O